2,6-difluoro-3,5-dimethoxyphenyl-boronic acid pinacol ester FC1=C(C(=C(C=C1OC)OC)F)B1OC(C)(C)C(C)(C)O1